Didecyldimethyl-ammonium bicarbonate C([O-])(O)=O.C(CCCCCCCCC)[N+](C)(C)CCCCCCCCCC